NCCC(=O)C1=CC=CC=C1 aminoethylphenyl ketone